(3,4-difluorophenyl)(2-methylsulfanylphenyl)methanol FC=1C=C(C=CC1F)C(O)C1=C(C=CC=C1)SC